1,2-dinervonoyl-sn-glycero-3-phosphocholine C(CCCCCCCCCCCCC\C=C/CCCCCCCC)(=O)OC[C@@H](OC(CCCCCCCCCCCCC\C=C/CCCCCCCC)=O)COP(=O)([O-])OCC[N+](C)(C)C